3-hydroxy-5-(trifluoromethanesulfonyl)-pyridine methyl-formate COC=O.OC=1C=NC=C(C1)S(=O)(=O)C(F)(F)F